NC1=C(C(=NC=C1C(=O)O)C1=CC(=CC2=CC=C(C(=C12)C#C[Si](C(C)C)(C(C)C)C(C)C)F)OCOC)F 4-Amino-5-fluoro-6-(7-fluoro-3-(methoxymethoxy)-8-((triisopropylsilyl)ethynyl)naphthalene-1-yl)nicotinic acid